C1(CCCC1)NC(=O)C1=NN2C(N(C3=C(C2=O)CN(C3=O)C(C)C)CC(=O)NC3=NC=C(C=C3)F)=C1 N-cyclopentyl-4-{2-[(5-fluoropyridin-2-yl)amino]-2-oxoethyl}-5,8-dioxo-6-(propan-2-yl)-5,6,7,8-tetrahydro-4H-pyrazolo[1,5-a]pyrrolo[3,4-d]pyrimidine-2-carboxamide